BrC=1C(=NC(=NC1)NC1=CC=C2C=NN(C2=C1)C)NC1=C(C=CC=C1)S(=O)(=O)C(C)C 5-bromo-N4-(2-(isopropylsulfonyl)phenyl)-N2-(1-methyl-1H-indazol-6-yl)pyrimidine-2,4-diamine